C(C)(C)(C)OC(=O)N1C(N([C@@H](C1)C(N(C)C1=C(C(=C(C=C1)F)Cl)F)=O)C(=O)OCC1=CC=CC=C1)=O (S)-4-((3-chloro-2,4-difluorophenyl)(methyl)-carbamoyl)-2-oxo-imidazolidine-1,3-dicarboxylic acid 3-benzyl ester 1-tert-butyl ester